methyl (S)-1-((4-(17-azido-3-oxo-6,9,12,15-tetraoxa-2-azaheptadecyl)phenyl) carbamoyl)-4-oxoazetidine-2-carboxylate N(=[N+]=[N-])CCOCCOCCOCCOCCC(NCC1=CC=C(C=C1)NC(=O)N1[C@@H](CC1=O)C(=O)OC)=O